SC[C@@H]1N(CCN(C1)C(=O)OC(C)(C)C)C(=O)OCC1=CC=CC=C1 Benzyl 4-(t-butyl) (R)-2-(sulfydrylmethyl)piperazin-1,4-dicarboxylate